FC1=C2C=C(NC2=CC(=C1)F)C(=O)NC([2H])([2H])[2H] 4,6-difluoro-N-(methyl-d3)-1H-indole-2-carboxamide